4-(4-((1r,5S)-3,6-diazabicyclo[3.1.1]hept-3-yl)-6-chloro-8-fluoro-2-(2-((S)-1-methylpyrrolidin-2-yl)ethoxy)quinazolin-7-yl)-7-fluorobenzo[d]thiazol-2-amine [C@@H]12CN(C[C@@H](N1)C2)C2=NC(=NC1=C(C(=C(C=C21)Cl)C2=CC=C(C1=C2N=C(S1)N)F)F)OCC[C@H]1N(CCC1)C